(4-(1-(4-chloro-2-fluorophenyl)-1,2,3,6-tetrahydropyridin-4-yl)-1-methyl-1H-pyrazol-3-yl)-N4,N4-dimethylbenzene-1,4-disulfonamide ClC1=CC(=C(C=C1)N1CCC(=CC1)C=1C(=NN(C1)C)C1=C(C=CC(=C1)S(=O)(=O)N(C)C)S(=O)(=O)N)F